O1C2=C(OCC1)C=C(C=C2)CN2CCC(CC2)(O)C=2C=C1C(N(C(C1=CC2)=O)C2C(NC(CC2)=O)=O)=O 5-(1-((2,3-dihydrobenzo[b][1,4]dioxin-6-yl)methyl)-4-hydroxypiperidin-4-yl)-2-(2,6-dioxopiperidin-3-yl)isoindoline-1,3-dione